C(C)(C)(C)SSC1=C(N)C=CC=C1 2-(tert-butyldisulfanyl)aniline